3-(((R)-7-((2S,4R)-2-(3,5-difluorophenyl)-4-(methylamino)piperidine-1-carbonyl)-7-azaspiro[4.5]dec-10-yl)methyl)-6-(o-tolyl)pyrimidin-4(3H)-one FC=1C=C(C=C(C1)F)[C@H]1N(CC[C@H](C1)NC)C(=O)N1CC2(CCCC2)[C@@H](CC1)CN1C=NC(=CC1=O)C1=C(C=CC=C1)C